ClC1=C(C(=CC=C1)OC(F)F)C1=NOC(=C1C(=O)OC1C[C@H]2CC[C@@H](C1)N2C=2SC1=C(N2)C(=CC(=C1)C(=O)OC)F)C1CC1 methyl 2-[(1R,3R,5S)-3-([3-[2-chloro-6-(difluoromethoxy)phenyl]-5-cyclopropyl-1,2-oxazol-4-yl]carbonyloxy)-8-azabicyclo[3.2.1]octan-8-yl]-4-fluoro-1,3-benzothiazole-6-carboxylate